4-[cis-(3-aminocyclobutyl)amino]-N'-(2-chloro-5-fluoro-phenyl)-6-(6-methoxy-4-methyl-3-pyridyl)pyrrolo[1,2-b]pyridazine-3-carboxamidine N[C@H]1C[C@H](C1)NC=1C=2N(N=CC1C(=NC1=C(C=CC(=C1)F)Cl)N)C=C(C2)C=2C=NC(=CC2C)OC